C(C)(C)(C)OC(=O)N1CC(CCC1)C(=O)O 1-(tert-butyloxycarbonyl)-3-piperidinecarboxylic acid